(4-(4-(benzo[d]thiazol-5-ylamino)quinolin-6-yl)phenyl)(4-methylpiperazin-1-yl)methanone S1C=NC2=C1C=CC(=C2)NC2=CC=NC1=CC=C(C=C21)C2=CC=C(C=C2)C(=O)N2CCN(CC2)C